C(C)OC(=O)C=1N=C2N(C=C(N=C2N[C@@H]2CC[C@H](CC2)NC(=O)OC(C)(C)C)C2=CC=NC=C2)C1 8-(trans-4-tert-Butoxycarbonylamino-cyclohexylamino)-6-pyridin-4-yl-imidazo[1,2-a]pyrazine-2-carboxylic acid ethyl ester